ClC=1C=CC=2N(C1)N=C(C2)CNN(C(C)=O)C N'-((6-chloropyrazolo[1,5-a]pyridin-2-yl)methyl)-N-methylacetohydrazide